CC1=C(C=CC(=N1)CNCCC=1N=NN(C1)CCNC1=NC2=C(C3=CN=CC=C13)C=CC(=C2)C(=O)N)C2=CC=CC=C2 5-((2-(4-(2-(((6-Methyl-5-phenylpyridin-2-yl)methyl)amino)ethyl)-1H-1,2,3-triazol-1-yl)ethyl)amino)benzo[c][2,6]naphthyridine-8-carboxamide